FC(C)(F)C1=NC(=CC(=N1)NC1=CC(=NC=C1C1=NC(=NS1)COC)NC(C)=O)C N-(4-((2-(1,1-difluoroethyl)-6-methylpyrimidin-4-yl)amino)-5-(3-(methoxymethyl)-1,2,4-thiadiazol-5-yl)pyridin-2-yl)acetamide